N-(3-((3S)-3-butyl-6-methoxy-1,2,3,4-tetrahydroisoquinolin-1-yl)bicyclo[1.1.1]pentan-1-yl)isonicotinamide C(CCC)[C@@H]1NC(C2=CC=C(C=C2C1)OC)C12CC(C1)(C2)NC(C2=CC=NC=C2)=O